N-[(R)-3-decyloxy-tetradecanoyl]-O-[2,3-di-[(R)-3-decyloxy-tetradecanoylamino]-2,3-dideoxy-4-O-phosphino-β-D-allopyranosyl]-L-serine methyl ester COC([C@@H](NC(C[C@@H](CCCCCCCCCCC)OCCCCCCCCCC)=O)CO[C@H]1[C@@H]([C@@H]([C@H](OP)[C@H](O1)CO)NC(C[C@@H](CCCCCCCCCCC)OCCCCCCCCCC)=O)NC(C[C@@H](CCCCCCCCCCC)OCCCCCCCCCC)=O)=O